ClC=1C=C2C(=CNC2=CC1)CCNC(CC1OCC=CC1)=O N-(2-(5-chloro-1H-indol-3-yl)ethyl)-2-(3,6-dihydro-2H-pyran-2-yl)acetamide